NC=1SC2=C(N1)C(=C(C=C2)F)C=2C(=CC=1C3=C(C=NC1C2F)N(C([C@@H]2N3C[C@H](N(C2)CC(C)F)C)=O)C)Cl (2R,4aR,10R)-10-(2-amino-5-fluorobenzo[d]thiazol-4-yl)-11-chloro-9-fluoro-3-(2-fluoropropyl)-2,6-dimethyl-2,3,4,4a-tetrahydro-1H-pyrazino[1',2':4,5]pyrazino[2,3-c]quinolin-5(6H)-one